copper (II) purine N1=CN=C2N=CNC2=C1.[Cu+2]